2-(8-ethyl-7-fluoro-3-methoxymethoxy-1-naphthyl)-4,4,5,5-tetramethyl-1,3,2-dioxaborolane C(C)C=1C(=CC=C2C=C(C=C(C12)B1OC(C(O1)(C)C)(C)C)OCOC)F